C1(CCCCCCC1)NC(=O)C=1NC=C(C1)C=1C=NC=C(C1)F N-cyclooctyl-4-(5-fluoropyridin-3-yl)-1H-pyrrole-2-carboxamide